tert-butyl 4-[6-(methylcarbamoyl)-2-vinyl-3-pyridyl]piperazine-1-carboxylate CNC(=O)C1=CC=C(C(=N1)C=C)N1CCN(CC1)C(=O)OC(C)(C)C